CC=1N=CC2=C(N1)CCN=C2 methyl-7,8-dihydropyrido[4,3-d]pyrimidin